CN1N=C(C(=C1)NC=O)O[C@H]1COC[C@@H]1C N-(1-methyl-3-(((3R,4S)-4-methyltetrahydrofuran-3-yl)oxy)-1H-pyrazol-4-yl)formamide